ClC1=CN=CC=2N=C(N=C(C21)O)C chloro-2-methylpyrido[3,4-d]pyrimidin-4-ol